COC1=C(CNC=2C3=C(N=CN2)C=CN3)C=CC(=C1)OC N-(2,4-dimethoxybenzyl)-5H-pyrrolo[3,2-d]Pyrimidine-4-amine